3α,7β,12β-trihydroxy-5β-cholane O[C@H]1C[C@H]2C[C@@H]([C@H]3[C@@H]4CC[C@H]([C@@H](CCC)C)[C@]4([C@@H](C[C@@H]3[C@]2(CC1)C)O)C)O